C1(CC1)N1C(C(=CC=C1)C(=O)NC1=CC=2N(C=C1OC)N=C(C2)CCC(C([2H])([2H])[2H])(C([2H])([2H])[2H])O)=O 1-cyclopropyl-N-[6-methoxy-2-[4,4,4-trideuterio-3-hydroxy-3-(trideuteriomethyl)butyl]pyrazolo[1,5-a]pyridin-5-yl]-2-oxo-pyridine-3-carboxamide